N-(6-(1H-pyrazol-1-yl)-5-(trifluoromethyl)pyridin-3-yl)-5-cyclopropyl-1-(2-oxo-1,2-dihydropyrrolo[4,3,2-ij]isoquinolin-6-yl)-1H-pyrazole-4-carboxamide N1(N=CC=C1)C1=C(C=C(C=N1)NC(=O)C=1C=NN(C1C1CC1)C1=CN=C2C3=C(C=CC=C13)C(N2)=O)C(F)(F)F